N-(((3R,5R,7R)-adamantan-1-yl)methyl)-2-(4-(benzo[4,5]imidazo[1,2-a]pyrimidin-2-yl)piperazin-1-yl)acetamide C12(CC3CC(CC(C1)C3)C2)CNC(CN2CCN(CC2)C2=NC=3N(C=C2)C2=C(N3)C=CC=C2)=O